tert-butyl (1-((6-chloro-2-(trifluoromethyl)quinolin-4-yl)amino)piperidin-3-yl)carbamate ClC=1C=C2C(=CC(=NC2=CC1)C(F)(F)F)NN1CC(CCC1)NC(OC(C)(C)C)=O